C(C)(C)N(C1=CC2=C(C(=N1)COC(NC)=O)CN(C2=O)C2=NC(=CC=C2)C2=NN=CN2C2=CC=CC=C2)C ((6-(isopropyl(methyl)amino)-1-oxo-2-(6-(4-phenyl-4H-1,2,4-triazol-3-yl)pyridin-2-yl)-2,3-dihydro-1H-pyrrolo[3,4-c]pyridin-4-yl)methyl)(methyl)carbamate